4-((3-((E)-2-(pyridin-4-yl)vinyl)-1H-indazol-6-yl)methylene)isoquinoline N1=CC=C(C=C1)/C=C/C1=NNC2=CC(=CC=C12)C=C1CN=CC2=CC=CC=C12